2-chloro-7-methyl-7H-pyrrolo[2,3-d]pyrimidine ClC=1N=CC2=C(N1)N(C=C2)C